FC1=C(C(=CC(=C1C=1OC=CC1)C)OC)NC1=NC=NC2=CC(=C(C=C12)OC1CCN(CC1)C(C=C)=O)OC 1-(4-((4-((2-fluoro-3-(furan-2-yl)-6-methoxy-4-methylphenyl)amino)-7-methoxy-quinazolin-6-yl)oxy)piperidin-1-yl)prop-2-en-1-one